ClCC(=O)N(CCC(=O)NC)NC(=O)[C@H](CC(C)C)N(C(=O)C=1NC2=CC=CC=C2C1)C N-[(1S)-1-[[(2-chloroacetyl)-[3-(methylamino)-3-oxo-propyl]amino]carbamoyl]-3-methyl-butyl]-N-methyl-1H-indole-2-carboxamide